C(C1=CC=CC=C1)[S+](C)C1=CC=C(C=C1)O benzyl(4-hydroxyphenyl)(methyl)sulfonium